(+/-)-6-{[(trans)-4-(3,4-dihydro-2H-1-benzopyran-6-yl)-2-methylpiperidin-3-yl]methoxy}-2,3-dihydro-1H-isoindol-1-one O1CCCC2=C1C=CC(=C2)C2C(C(NCC2)C)COC2=CC=C1CNC(C1=C2)=O